N-(2-(dimethylamino)ethyl)-6-[76Br]bromonicotinamide CN(CCNC(C1=CN=C(C=C1)[76Br])=O)C